C1C(CC12CC1(CCC1)C2)C2=NOC(=N2)CC(C(=O)OC(C)(C)C)=C tert-butyl 2-((3-(dispiro[3.1.36.14]decan-2-yl)-1,2,4-oxadiazol-5-yl)methyl)acrylate